N-[(6-Amino-2-pyridyl)sulfonyl]-6-(3-fluoro-5-isobutoxyphenyl)-2-(3-pyrazol-1-ylpropoxy)pyridin-3-carboxamid NC1=CC=CC(=N1)S(=O)(=O)NC(=O)C=1C(=NC(=CC1)C1=CC(=CC(=C1)OCC(C)C)F)OCCCN1N=CC=C1